FC(C=1C=CC(=NC1)OC1CCC2=CC=C(C=C12)NC(C=C)=O)(F)F N-[3-[[5-(trifluoromethyl)pyridin-2-yl]oxy]-2,3-dihydro-1H-inden-5-yl]acrylamide